N(CC(C)O)(CC(C)O)CC(C)O nitrilotris(propan-2-ol)